1-[2-anilino-6-[4-(2-morpholinoethoxy)-2-nitro-anilino]-3-pyridinyl]ethanone N(C1=CC=CC=C1)C1=NC(=CC=C1C(C)=O)NC1=C(C=C(C=C1)OCCN1CCOCC1)[N+](=O)[O-]